8-(2-hexylcyclopropyl)octanoic acid C(CCCCC)C1C(C1)CCCCCCCC(=O)O